ClC=1C=NC=C(C1[C@@H](C)OC=1C=C2C(=NN(C2=CC1)C1OCCCC1)C=1C=C(C(=NC1)N1CC(C1)(C)CO)F)Cl (1-(5-(5-((R)-1-(3,5-Dichloropyridin-4-yl)ethoxy)-1-(tetrahydro-2H-pyran-2-yl)-1H-indazol-3-yl)-3-fluoropyridin-2-yl)-3-methylazetidin-3-yl)methanol